CO[C@H]1CC[C@H](CC1)CN1C2=C(NCC1=O)N=CC(=N2)C=2C(=CC(=NC2)C(=O)N)C 5-(8-((cis-4-methoxycyclohexyl)methyl)-7-oxo-5,6,7,8-tetrahydropyrazino[2,3-b]pyrazin-2-yl)-4-methylpyridinecarboxamide